3-(6-methylpyridin-2-yl)-2,4,5,6-tetrakis(9-phenyl-9H-carbazol-1-yl)benzonitrile CC1=CC=CC(=N1)C=1C(=C(C#N)C(=C(C1C1=CC=CC=2C3=CC=CC=C3N(C12)C1=CC=CC=C1)C1=CC=CC=2C3=CC=CC=C3N(C12)C1=CC=CC=C1)C1=CC=CC=2C3=CC=CC=C3N(C12)C1=CC=CC=C1)C1=CC=CC=2C3=CC=CC=C3N(C12)C1=CC=CC=C1